tripentaerythritol triphosphite P(O)(O)O.P(O)(O)O.P(O)(O)O.OCC(CO)(COCC(CO)(COCC(CO)(CO)CO)CO)CO